C(C)(C)(C)C1=CC(=CCO1)O 6-tertiary butyl-4-hydroxy-pyran